NC1=CC=C(C=C1)C1=CC=C(C=C1)N1N=CC2=CC(=C(C=C12)O)F 1-(4'-Amino-[1,1'-biphenyl]-4-yl)-5-fluoro-1H-indazol-6-ol